BrC1=C(N=C2N1CCC(C2)(C)C)C2=NC1=C(C(N(C(=C1)C(F)(F)F)C)=O)N2C 2-(3-Bromo-7,7-dimethyl-6,8-dihydro-5H-imidazo[1,2-a]pyridin-2-yl)-3,5-dimethyl-6-(trifluoromethyl)imidazo[4,5-c]pyridin-4-one